C(C)[C@@H]1N(C[C@H](N(C1)C(C)C1=NC=2N(C=C1)N=CC2F)CC)C=2C=1C(N(C(N2)=O)C)=CN(N1)C1OCCCC1 7-((2S,5R)-2,5-diethyl-4-(1-(3-fluoropyrazolo[1,5-a]pyrimidin-5-yl)ethyl)piperazin-1-yl)-4-methyl-2-(tetrahydro-2H-pyran-2-yl)-2,4-dihydro-5H-pyrazolo[4,3-d]pyrimidin-5-one